(2S,4R)-1-{2-[5-(azetidin-1-yl)-1H-1,2,3-triazol-1-yl]acetyl}-4-fluoro-N-[(S)-phenyl[5-(propan-2-yl)pyridin-2-yl]methyl]pyrrolidine-2-carboxamide N1(CCC1)C1=CN=NN1CC(=O)N1[C@@H](C[C@H](C1)F)C(=O)N[C@H](C1=NC=C(C=C1)C(C)C)C1=CC=CC=C1